thiobistin S([Sn])[Sn]